mannosyllactose C1([C@@H](O)[C@@H](O)[C@H](O)[C@H](O1)CO)C1(O)[C@H](O)[C@@H](O)[C@H](O[C@H]2[C@H](O)[C@@H](O)[C@@H](O)[C@H](O2)CO)[C@H](O1)CO